CC=1C=CC=2N(C3=CC=C(C=C3C2C1)C)C1=C(C#N)C(=C(C(=C1N1C2=CC=C(C=C2C=2C=C(C=CC12)C)C)N1C2=CC=C(C=C2C=2C=C(C=CC12)C)C)N1C2=CC=C(C=C2C=2C=C(C=CC12)C)C)C1=NC(=CC=C1)C 2,3,4,5-tetrakis(3,6-dimethyl-9H-carbazol-9-yl)-6-(6-methylpyridin-2-yl)benzonitrile